(4-chlorophenyl)(piperazin-1-yl)methanone ClC1=CC=C(C=C1)C(=O)N1CCNCC1